2-(3,5-Dichloro-4-((6-oxo-5-(prop-1-en-2-yl)-1,6-dihydropyridazin-3-yl)oxy)phenyl)-3,5-dioxo-2,3,4,5-tetrahydro-1,2,4-triazine-6-carboxylic acid methyl ester COC(=O)C=1C(NC(N(N1)C1=CC(=C(C(=C1)Cl)OC1=NNC(C(=C1)C(=C)C)=O)Cl)=O)=O